BrC1=CC(=C(C2=C1N=CS2)N)I 4-Bromo-6-iodo-1,3-benzothiazol-7-amine